CS(=O)(=O)O.C(CCC)N1CN(C=C1)CCCC 1,3-dibutylimidazole methanesulfonate